ClC1=CC=C2C(=C(NC2=C1Cl)C1=NNC(=N1)C(F)(F)F)C1=NNC(=C1)O 3-(6,7-dichloro-2-(5-(trifluoromethyl)-1H-1,2,4-triazol-3-yl)-1H-indol-3-yl)-1H-pyrazol-5-ol